CC=1C(=NC=CC1)C=1SC=2C=NC(=CC2N1)NC1=CC=CC(=N1)N1C[C@H]2CC[C@@H](C1)C2O (1R,5S,8R)-3-(6-{[2-(3-Methylpyridin-2-yl)-[1,3]thiazolo[5,4-c]pyridin-6-yl]amino}pyridin-2-yl)-3-azabicyclo[3.2.1]octan-8-ol